1-[5-bromo-1-(oxazolidin-2-yl)pyrazole-3-carbonyl]-N-[4-(trifluoromethyl)cyclohexyl]Piperidine-4-carboxamide BrC1=CC(=NN1C1OCCN1)C(=O)N1CCC(CC1)C(=O)NC1CCC(CC1)C(F)(F)F